CC(CCCCC)N1N=CC(=C1)C1=C2C(=NC=C1)NC=C2 4-[1-(1-methylhexyl)-1H-pyrazol-4-yl]-1H-pyrrolo[2,3-b]pyridine